5-methyl-3-(4-(4,4,5,5-tetramethyl-1,3,2-dioxaborolan-2-yl)-3-(trifluoromethyl)phenyl)-1,2,4-oxadiazole CC1=NC(=NO1)C1=CC(=C(C=C1)B1OC(C(O1)(C)C)(C)C)C(F)(F)F